COC1=NC=CN=C1C(CC)C 2-methoxy-3-(1-methylpropyl)-pyrazine